4,5-dihydro-1,2-oxazepine O1N=CCCC=C1